FC(C=1C=C(C=CC1)CC(=O)O)(F)F 2-[3-(trifluoromethyl)phenyl]acetic acid